N-(4-(hydroxymethyl)tetrahydro-2H-pyran-4-yl)-1-(6-morpholinopyridin-3-yl)imidazo[1,5-a]pyridine-3-carboxamide OCC1(CCOCC1)NC(=O)C1=NC(=C2N1C=CC=C2)C=2C=NC(=CC2)N2CCOCC2